N1=C(C=CC=C1)N1CC2=CC=CC(=C2CC1)CNCC1=NC=CC=C1 2-(2-pyridinyl)-5-[[(2-pyridylmethyl)amino]methyl]-1,2,3,4-tetrahydroisoquinoline